N1=C(C=CC=C1)C(C#N)C1=CC=C(C=C1)C 2-(pyridin-2-yl)-(p-tolyl)acetonitrile